CC1=CN=C(N1)C1=CC=C(N=N1)C(=O)N (E)-6-(5-methyl-1H-imidazol-2-yl)pyridazine-3-carboxamide